6-[5-(5-chloro-2-fluoro-phenyl)-1H-imidazol-4-yl]-3-(5,6,7,8-tetrahydro-[1,2,4]triazolo[1,5-a]pyrazin-2-yl)quinoline ClC=1C=CC(=C(C1)C1=C(N=CN1)C=1C=C2C=C(C=NC2=CC1)C1=NN2C(CNCC2)=N1)F